1-(3-((2-((2-ethyl-4-(hexahydropyrrolo[1,2-a]pyrazin-2(1H)-yl)phenyl)amino)-5-(trifluoromethyl)pyrimidin-4-yl)amino)propyl)azetidin-2-one C(C)C1=C(C=CC(=C1)N1CC2N(CC1)CCC2)NC2=NC=C(C(=N2)NCCCN2C(CC2)=O)C(F)(F)F